COC(=O)[C@H]1CC2=C(NC3=CC=CC=C23)[C@H](N1)C1=CC=C(C=C1)C(NC12CC3CC(CC(C1)C3)C2)=O.BrC=2C(=NC3=CC=CC=C3C2)Cl bromochloroquinoline methyl-(1R,3R)-1-(4-(((3S,5S,7S)-adamantan-1-yl)carbamoyl)phenyl)-2,3,4,9-tetrahydro-1H-pyrido[3,4-b]indole-3-carboxylate